(1R,2R)-2-fluoro-N-(6-(4-((6-((R)-1-hydroxypropyl)-4-methylpyridin-3-yl)amino)pyridin-3-yl)pyrimidin-4-yl)cyclopropane-1-carboxamide F[C@H]1[C@H](C1)C(=O)NC1=NC=NC(=C1)C=1C=NC=CC1NC=1C=NC(=CC1C)[C@@H](CC)O